C1(CC1)N(CC[C@@H](C(=O)O)NC(=O)OCC1(COC1)C)CCCCC1=NC=2NCCCC2C=C1 (S)-4-(cyclopropyl(4-(5,6,7,8-tetrahydro-1,8-naphthyridin-2-yl)butyl)amino)-2-((((3-methyloxetan-3-yl)methoxy)carbonyl)amino)butanoic acid